C(=O)C1=CC=C(C=C1)[Sb](C1=CC=C(C=C1)C=O)C1=CC=C(C=C1)C=O tri(4-formylphenyl)antimony